COC1=C(C=CC(=C1)N1CCC(CC1)N1CCN(CC1)C)NC1=CC=CC=N1 6-((2-methoxy-4-(4-(4-methylpiperazin-1-yl)piperidin-1-yl)phenyl)amino)pyridine